5-(6-(4-cyclopropyl-4H-1,2,4-triazol-3-yl)pyridin-2-yl)-3-(isobutylamino)-4,5-dihydro-6H-thieno[2,3-c]pyrrol-6-one C1(CC1)N1C(=NN=C1)C1=CC=CC(=N1)N1C(C2=C(C1)C(=CS2)NCC(C)C)=O